C1(CC1)C=1N=CC2=CC3=C(C(=C2C1)S(NC1CC(C1)(F)F)(=O)=O)C[C@@H](C3)NC3=CC=C(N=N3)C(=O)N 6-[[(7R)-3-cyclopropyl-5-[(3,3-difluorocyclobutyl)sulfamoyl]-7,8-dihydro-6H-cyclopenta[g]isoquinolin-7-yl]amino]pyridazine-3-carboxamide